tert-Butyl (5-(4-(morpholinosulfonyl)phenyl)-7-(trifluoromethyl)benzofuran-2-yl)methylcarbamate O1CCN(CC1)S(=O)(=O)C1=CC=C(C=C1)C=1C=C(C2=C(C=C(O2)CNC(OC(C)(C)C)=O)C1)C(F)(F)F